C(C1=CC=CC=C1)C(CC([NH-])C=1C=CC=C2C=CC=NC12)C#CC1=CC=C(C=C1)OC (E)-3-benzyl-5-(4-methoxyphenyl)-N-(quinolin-8-yl)pent-4-ynylamide